6-chloro-N-(3-(N-(2-chlorophenyl)sulfamoyl)phenyl)nicotinamide ClC1=NC=C(C(=O)NC2=CC(=CC=C2)S(NC2=C(C=CC=C2)Cl)(=O)=O)C=C1